[Si](C)(C)(C(C)(C)C)OC1(CC1)C1=NC=CC(=C1F)C(=C)OCC (1-((tert-butyldimethylsilyl)oxy)cyclopropyl)-4-(1-ethoxyvinyl)-3-fluoropyridine